O=C1N(S(C2=C1C=CC=C2)(=O)=O)C=O 3-oxobenzo[d]isothiazole-2(3H)-carbaldehyde 1,1-dioxide